tert-butyl N-[(3R)-7-amino-5-[(4-chlorophenyl)methyl]-8-fluoro-4-oxo-2,3-dihydro-1,5-benzothiazepin-3-yl]carbamate NC=1C(=CC2=C(N(C([C@H](CS2)NC(OC(C)(C)C)=O)=O)CC2=CC=C(C=C2)Cl)C1)F